N-(oxetan-3-ylmethyl)-2-(2-phenyl-1,2,3,4-tetrahydroquinolin-6-yl)acetamide tert-butyl-4-(7-bromo-6-fluoro-4-oxoquinazolin-3-yl)piperidine-1-carboxylate C(C)(C)(C)OC(=O)N1CCC(CC1)N1C=NC2=CC(=C(C=C2C1=O)F)Br.O1CC(C1)CNC(CC=1C=C2CCC(NC2=CC1)C1=CC=CC=C1)=O